p-tert-butylbenzoic acid CC(C)(C)C1=CC=C(C=C1)C(=O)O